(1S,2S)-2-methylcyclopropane CC1CC1